NC1=CC=C(C(=C1C(=O)N(C)C)F)C=1C(=C2C(=NC1)NC[C@@]21C[C@H](CC1)C1=NC=NN1)Cl 6-Amino-3-((1S,3S)-4'-chloro-3-(1H-1,2,4-triazol-5-yl)-1',2'-dihydrospiro[cyclopentane-1,3'-pyrrolo[2,3-b]pyridin]-5'-yl)-2-fluoro-N,N-dimethylbenzamide